C(#C)C1(CCC1)O 1-ethynylcyclobutanol